ClC1=C2C(=NC=C1OC=1C=NN3C1C=NC=C3)N=C(N2C)NC=2C(N(C=C(C2)C2CC2)[C@@H]2[C@H](CC2)O)=O 3-((7-chloro-1-methyl-6-(pyrazolo[1,5-a]pyrazin-3-yloxy)-1H-imidazo[4,5-b]pyridin-2-yl)amino)-5-cyclopropyl-1-((1S,2S)-2-hydroxycyclobutyl)pyridin-2(1H)-one